2-Amino-4-(6-chloro-8-fluoro-2-(((2R,7aS)-2-fluorotetrahydro-1H-pyrrolizin-7a(5H)-yl)methoxy)-4-((R)-3-hydroxypiperidin-1-yl)quinazolin-7-yl)-7-fluorobenzo[b]thiophene-3-carbonitrile NC1=C(C2=C(S1)C(=CC=C2C2=C(C=C1C(=NC(=NC1=C2F)OC[C@]21CCCN1C[C@@H](C2)F)N2C[C@@H](CCC2)O)Cl)F)C#N